2-chloro-N-tert-butylaminoethyl-amine hydrochloride Cl.ClCCNNC(C)(C)C